di-t-butyl-tin dinaphthate C1(=CC=CC2=CC=CC=C12)C(=O)[O-].C1(=CC=CC2=CC=CC=C12)C(=O)[O-].C(C)(C)(C)[Sn+2]C(C)(C)C